O1C(C1)CC#N 2-(oxiran-2-yl)acetonitrile